[Hg].COC1=CC(=CC=C1O)\C=C\C(=O)CC(=O)\C=C\C1=CC=C(O)C(OC)=C1 curcumin mercury